N-[4-{2-[(5-Fluoropyridin-2-yl)amino]-2-oxoethyl}-5,8-dioxo-6-(propan-2-yl)-5,6,7,8-tetrahydro-4H-pyrazolo[1,5-a]pyrrolo[3,4-d]pyrimidin-2-yl]-N2,N2-dimethylglycinamid FC=1C=CC(=NC1)NC(CN1C=2N(C(C3=C1C(N(C3)C(C)C)=O)=O)N=C(C2)NC(CN(C)C)=O)=O